4-(4-fluoro-3-(3-(ethyl-(pyrimidin-2-yl)amino)azetidine-1-carbonyl)benzyl)phthalazin-1(2H)-one FC1=C(C=C(CC2=NNC(C3=CC=CC=C23)=O)C=C1)C(=O)N1CC(C1)N(C1=NC=CC=N1)CC